3-(1,2,3,6-tetrahydropyridine-1-carbonyl)pyrrolidin N1(CCC=CC1)C(=O)C1CNCC1